ClC1=C(C(=O)NC)C=C(C=C1)NC=1C=2N(C=CN1)C(=CN2)C2=CC=C(C=C2)OC 2-chloro-5-[[3-(4-methoxyphenyl)imidazo[1,2-a]pyrazin-8-yl]amino]-N-methyl-benzamide